N-(5-Chloro-1H-indol-3-yl)-7-fluoro-1-isopropyl-5-(trifluoromethyl)-1H-benzo[d]imidazol-2-amine ClC=1C=C2C(=CNC2=CC1)NC1=NC2=C(N1C(C)C)C(=CC(=C2)C(F)(F)F)F